2,6-dimethyl-7-octen-2-ol acetate C(C)(=O)OC(C)(CCCC(C=C)C)C